(R)-1-benzyl-3-aminopyrrolidine C(C1=CC=CC=C1)N1C[C@@H](CC1)N